C(C)(=O)N([C@H]1C(O)O[C@@H]([C@H]([C@@H]1O)O[C@H]1[C@H](O)[C@@H](O)[C@@H](O)[C@H](O1)CO)CO)C(C)=O N,N-diacetyllactosamine